C(C)C(C(=O)O)CC(C)C 2-ETHYL-4-METHYLPENTANOIC ACID